1-amino-3-[(1-methylpyrazol-3-yl)oxy]propan-2-ol NCC(COC1=NN(C=C1)C)O